8-cyclopropyl-4,5-dihydro-1H-furo[2,3-g]indazole-7-carboxylic acid methyl ester COC(=O)C1=C(C2=C(CCC=3C=NNC23)O1)C1CC1